(Z)-N-methyl-N-(2-((2-(methyl((Z)-octadec-9-en-1-yl)amino)ethyl)disulfaneyl)ethyl)pentacos-16-en-8-amine CN(C(CCCCCCC)CCCCCCC\C=C/CCCCCCCC)CCSSCCN(CCCCCCCC\C=C/CCCCCCCC)C